Ethyl 5-bromo-1H-pyrrolo[2,3-c]pyridine-2-carboxylate BrC=1C=C2C(=CN1)NC(=C2)C(=O)OCC